CC=1N=C2N(N=C(C=C2C)C=2C=C(C=3N(C2)N=C(N3)C3CCNCC3)F)C1 6-(2,8-dimethylimidazo[1,2-b]pyridazin-6-yl)-8-fluoro-2-(4-piperidinyl)-[1,2,4]triazolo[1,5-a]pyridine